Farnesyl-acetone C(C=C(C)CCC=C(C)CCC=C(C)C)CC(C)=O